2-(2,5-dichlorophenyl)-2-methyl-4-acetoxy-5-amino-3(2H)-furanone ClC1=C(C=C(C=C1)Cl)C1(OC(=C(C1=O)OC(C)=O)N)C